(2R)-4-(4-iodopyrazol-1-yl)butan-2-ol IC=1C=NN(C1)CC[C@@H](C)O